N-propylethanolamine CCCC(CN)O